FC(C=1C=C(C=CC1OCC\C=C\C1=CC=C(C=C1)C(F)(F)F)C=1N=C(OC1)[C@H]1N(CCC1)C(=O)OC(C)(C)C)(F)F tert-butyl (S,E)-2-(4-(3-(trifluoromethyl)-4-((4-(4-(trifluoromethyl)phenyl)but-3-en-1-yl)oxy)phenyl)oxazol-2-yl)pyrrolidine-1-carboxylate